4-(3-chlorobenzyl)-N-hydroxy-3-oxo-3,4-dihydro-2H-benzo[b][1,4]oxazine-6-carboxamide ClC=1C=C(CN2C3=C(OCC2=O)C=CC(=C3)C(=O)NO)C=CC1